ClC=1C(=CC(=NC1)NC1CCC(CC1)N[C@H](COCC=1N=NN(N1)C)C)C1=NC(=CC=C1)NCC1(CCOCC1)C#N 4-(((5'-chloro-2'-(((1S,4r)-4-(((S)-1-((2-methyl-2H-tetrazol-5-yl)methoxy)propan-2-yl)amino)cyclohexyl)amino)-[2,4'-bipyridin]-6-yl)amino)methyl)tetrahydro-2H-pyran-4-carbonitrile